5-(2-methylpyrrolidin-1-yl)pyridin-2-amine CC1N(CCC1)C=1C=CC(=NC1)N